naphtho[b]furan O1C2=C(C=C1)C=CC1=CC=CC=C12